3-chloro-4-fluoro-N-[[1-[(1R)-3-(hydroxyamino)-1-(2-naphthyl-methyl)-3-oxo-propyl]triazol-4-yl]methyl]benzamide ClC=1C=C(C(=O)NCC=2N=NN(C2)[C@@H](CC(=O)NO)CC2=CC3=CC=CC=C3C=C2)C=CC1F